2-[tert-butyl (dimethyl)silyl]oxyethyl carbamate C(N)(OCCO[Si](C)(C)C(C)(C)C)=O